6,7-dimethoxy-3,4-dihydroisoquinoline COC=1C=C2CCN=CC2=CC1OC